3-chloro-3-(2,4-difluorophenyl)acrylonitrile ClC(=CC#N)C1=C(C=C(C=C1)F)F